4-amino-6-(4-bromo-3-fluorophenyl)-3-chloropyridine-2-carboxylic acid NC1=C(C(=NC(=C1)C1=CC(=C(C=C1)Br)F)C(=O)O)Cl